(±)-tert-butyl N-[3-(4-bromophenyl)tetrahydrofuran-3-yl]carbamate BrC1=CC=C(C=C1)[C@]1(COCC1)NC(OC(C)(C)C)=O |r|